4-Ethyl-1-(7-fluoro-4-isopropyl-2-(tetrahydro-2H-pyran-4-yl)quinolin-6-yl)-3-(hydroxymethyl)-1H-1,2,4-triazol C(C)N1C(=NN(C1)C=1C=C2C(=CC(=NC2=CC1F)C1CCOCC1)C(C)C)CO